C1(CCC1)=O cyclobutane-1-one